C(C=C)CC(C)=O allylacetone